1-(3-(trifluoromethyl)phenyl)piperazine FC(C=1C=C(C=CC1)N1CCNCC1)(F)F